C(C)(C)(C)OC(=O)N1[C@@H]2CN([C@H](C1)C2)C2=C(C=CC(=C2)C=C(Br)Br)F (1S,4S)-5-(5-(2,2-dibromovinyl)-2-fluorophenyl)-2,5-diazabicyclo[2.2.1]heptane-2-carboxylic acid tert-butyl ester